N1C(=NCC1)C=1C=C(C=CC1)NC(=O)NC1=CC(=CC=C1)C=1NCCN1 N,N'-bis[3-(4,5-dihydro-1H-imidazol-2-yl)phenyl]urea